FC1=CC(=C(\C=C/2\ON(OS2)CCCCCCC(=O)O)C=C1)OC (Z)-7-(5-(4-fluoro-2-methoxybenzylidene)-2,4-dioxathiazolidin-3-yl)heptanoic acid